CCC1=CC(=C(C=C1)Br)Br 3,4-dibromoethylbenzene